BrC1=CC(=C(C=C1)C1=C(C=C(C=C1)Br)C(F)(F)F)C(F)(F)F 4,4'-dibromo-2,2'-bis(trifluoromethyl)-1,1'-biphenyl